C(C)(=O)[O-].C(C1=CC=C(C(=O)O)C=C1)(=O)[O-].[Na+].[Na+] disodium terephthalate acetate